1,2-Dichloroethan ClCCCl